2-dibenzofuran-3-yl-4,4,5,5-tetramethyl-[1,3,2]dioxaborolane C1=CC(=CC=2OC3=C(C21)C=CC=C3)B3OC(C(O3)(C)C)(C)C